lauryltripropylammonium chloride [Cl-].C(CCCCCCCCCCC)[N+](CCC)(CCC)CCC